NC1=NC=NC=2N(C3=CC(=C(C=C3C21)C(F)(F)F)OC)CC(=O)N2[C@@H]1C[C@@]1(C[C@H]2C(=O)NC2=NC(=CC=C2)Br)C (1R,3S,5R)-2-(2-(4-amino-7-methoxy-6-(trifluoromethyl)-9H-pyrimido[4,5-b]indol-9-yl)acetyl)-N-(6-bromopyridin-2-yl)-5-methyl-2-azabicyclo[3.1.0]hexane-3-carboxamide